Trans-4-cyclopropoxycyclohexan-1-amine C1(CC1)O[C@@H]1CC[C@H](CC1)N